N1CCC2(CC1)CC=1C(=NC=CC1)C2N 5,7-dihydrospiro[cyclopenta[b]pyridine-6,4'-piperidine]-7-amine